C(#N)C1=CC=C(CNC(C(F)(F)F)=O)C=C1 N-(4-cyanobenzyl)-2,2,2-trifluoroacetamide